3-(4-chlorophenoxymethyl)-2-{[5-methyl-2-(pyrimidin-2-yl)phenyl]carbonyl}-2-azabicyclo[3.1.1]heptane ClC1=CC=C(OCC2N(C3CC(C2)C3)C(=O)C3=C(C=CC(=C3)C)C3=NC=CC=N3)C=C1